(R)-6-ethyl-4-(7-((5-fluoro-2,3-dihydro-1H-inden-1-yl)amino)thieno[2,3-c]pyridin-2-yl)-2-isobutyl-5-(5-methyl-1,3,4-oxadiazol-2-yl)nicotinamide C(C)C1=NC(=C(C(=O)N)C(=C1C=1OC(=NN1)C)C1=CC=2C(=C(N=CC2)N[C@@H]2CCC3=CC(=CC=C23)F)S1)CC(C)C